C(C)N(CCC1=C(C(=O)N)C=C(C=C1NC(CC1=C(C=C(C=C1)C1=CNC(C=C1OCC)=O)F)=O)C(F)(F)F)CC [2-(diethylamino)ethyl]-3-[[2-[4-(4-ethoxy-6-oxo-1H-pyridin-3-yl)-2-fluorophenyl]acetyl]amino]-5-(trifluoromethyl)benzamide